ClC=1C=CC=C2C=CC=C(C12)C1=C(C=2N=C(N=C(C2C=N1)N1C[C@H]2CC[C@@H](C1)N2C(CC(C)=O)=O)OCC21CCCN1CCC2)F 1-((1R,5S)-3-(7-(8-chloronaphthalen-1-yl)-8-fluoro-2-((tetrahydro-1H-pyrrolizin-7a(5H)-yl)methoxy)pyrido[4,3-d]pyrimidin-4-yl)-3,8-diazabicyclo[3.2.1]octan-8-yl)butane-1,3-dione